C(C=C)(=O)N1CCN(CC1)C1=CC(=NC=2CN(CCC12)C1=CC=CC2=CC=CC(=C12)C)C(=O)NC1(CC1)CN1CCCCC1 4-(4-acryloylpiperazin-1-yl)-7-(8-methylnaphthalen-1-yl)-N-(1-(piperidin-1-ylmethyl)cyclopropyl)-5,6,7,8-tetrahydro-1,7-naphthyridine-2-carboxamide